N1(CCCC1)S(=O)(=O)C=1C=C(C=CC1)NC(C1=C(C=CC=C1)NS(=O)(=O)C1=CC(=CC=C1)C(F)(F)F)=O N-(3-(pyrrolidin-1-ylsulfonyl)phenyl)-2-((3-(trifluoromethyl)phenyl)sulfonamido)benzamide